NCC=1C=C(C=CC1)C1=CC(=CC=2C=COC21)COC2=C(C=CC=C2)CC(=O)O 2-(2-((7-(3-(aminomethyl)phenyl)benzofuran-5-yl)methoxy)phenyl)acetic acid